1-((3,4-Dichlorophenyl)sulfonyl)-4-phenylpiperidine ClC=1C=C(C=CC1Cl)S(=O)(=O)N1CCC(CC1)C1=CC=CC=C1